NC=1C(=C(C=CC1)[C@]1(N/C(/N(C(C1)=O)C1CC2(COC2)C1)=N\C(OC(C)(C)C)=O)C)Cl tert-Butyl (NE)-N-[(4S)-4-(3-amino-2-chlorophenyl)-4-methyl-1-(2-oxaspiro[3.3]heptan-6-yl)-6-oxohexahydropyrimidin-2-ylidene]carbamate